ClC=1N=C(C2=C(N1)C(=CN=C2Cl)F)Cl 2,4,5-trichloro-8-fluoropyrido[4,3-d]pyrimidine